ClC=1C(=C(NC=2C3=C(N=CN2)C=CC(=N3)N3CC2(CCN2C(=O)OC(C)(C)C)C3)C=CC1OC[C@H]1COCC1)F tert-butyl 6-[4-[3-chloro-2-fluoro-4-[[(3R)-tetrahydrofuran-3-yl]methoxy]anilino]pyrido[3,2-d]pyrimidin-6-yl]-1,6-diazaspiro[3.3]heptane-1-carboxylate